FC1(CCC(CC1)NC(CN1C=2N(C(C(=C1CC)N1CCN(CC1)C(=O)C1=NC=NC(=C1O)C)=O)N=C(N2)C=2CCOCC2)=O)F N-(4,4-difluorocyclohexyl)-2-[2-(3,6-dihydro-2H-pyran-4-yl)-5-ethyl-6-[4-(5-hydroxy-6-methylpyrimidine-4-carbonyl)piperazin-1-yl]-7-oxo-[1,2,4]triazolo[1,5-a]pyrimidin-4-yl]acetamide